7,7-dimethyl-7H-benzofuro[3,2-c]xanthen CC1(C=2C=CC=CC2OC=2C3=C(C=CC12)C1=C(O3)C=CC=C1)C